NC=1C=CC=C2CCN(CC12)C(=O)OC(C)(C)C tert-Butyl 8-amino-3,4-dihydroisoquinoline-2(1H)-carboxylate